1-aminonaphthalene-2-sulfonic acid NC1=C(C=CC2=CC=CC=C12)S(=O)(=O)O